NCCCCCCCN.[K] potassium heptamethylenediamine